NC=1C(=C(OC2=NC3=CC=CC(=C3C(N2C)=O)C)C(=CC1)F)Cl (3-amino-2-chloro-6-fluorophenoxy)-3,5-dimethylquinazolin-4(3H)-one